N1C=CC2=NC=CC(=C21)B(O)O 1H-PYRROLO[3,2-B]PYRIDINE-7-BORONIC ACID